5-methyl-3-((3r,5r,7r)-3,5,7-trimethyladamantan-1-yl)-[1,1'-biphenyl] CC=1C=C(C=C(C1)C1=CC=CC=C1)C12CC3(CC(CC(C1)(C3)C)(C2)C)C